C1(C=CC=C1)[Co]C1C=CC=C1C (cyclopentadienyl)(5-methylcyclopentadienyl)cobalt